ClC1=C(\C=N\OC(C(=O)OCC)C)C=C(C(=C1)F)N1C(N(C(=CC1=O)C(F)(F)F)C)=O ethyl 2-{[(E)-{2-chloro-4-fluoro-5-[3-methyl-2,6-dioxo-4-(trifluoromethyl)-3,6-dihydropyrimidin-1(2H)-yl]benzylidene}amino]oxy}propanoate